C(C)(C)(C)N=[Ta](N(C)C)(N(C)C)N(C)C tertiarybutyliminotris(dimethylamino)tantalum